C(=O)O.C1(CCC1)C=1C(=C(C=CC1)I)C1CCC1 di-cyclobutyl-iodobenzene formate